BrCCOC(C(=O)OC)C1=CC(=NC=C1)OC(F)F methyl 2-(2-bromoethoxy)-2-[2-(difluoromethoxy)pyridin-4-yl]acetate